C(C(C)(C)C)(=O)N1CCC(CC1)NC(OC(C)(C)C)=O tert-Butyl (1-pivaloylpiperidin-4-yl)carbamate